C(C)C1=NC(=NC(=C1S(=O)(=O)N1CC2(C1)CN(C2)CC2CCOCC2)C)C(F)(F)F 2-[4-ethyl-6-methyl-2-(trifluoromethyl)pyrimidin-5-yl]sulfonyl-6-(oxan-4-ylmethyl)-2,6-diazaspiro[3.3]heptane